COC([C@@H](N(CC1=CC=CC=C1)C([C@@H](CC)N)=O)C)=O N-((R)-2-aminobutanoyl)-N-benzyl-L-alanine methyl ester